(Z)-5-(2-Ethoxy-6-fluorophenyl)-3-(1-((4-(piperazin-1-yl)phenyl)amino)ethylidene)-1H-pyrrolo[2,3-c]pyridin-2(3H)-one C(C)OC1=C(C(=CC=C1)F)C=1C=C/2C(=CN1)NC(\C2=C(\C)/NC2=CC=C(C=C2)N2CCNCC2)=O